tert-butyl (2R,3S,4S)-4-[(tert-butoxycarbonyl)oxy]-2-[(4-methoxyphenyl)methyl]-3-{spiro[2.2]pentane-1-carbonyloxy}pyrrolidine-1-carboxylate C(C)(C)(C)OC(=O)O[C@@H]1[C@H]([C@H](N(C1)C(=O)OC(C)(C)C)CC1=CC=C(C=C1)OC)OC(=O)C1CC12CC2